benzyl 4-[2-[4-(tert-butoxycarbonylamino)cyclohexyl]acetyl]piperazine-1-carboxylate C(C)(C)(C)OC(=O)NC1CCC(CC1)CC(=O)N1CCN(CC1)C(=O)OCC1=CC=CC=C1